(N-Boc-aminomethyl)-2-nitrobenzoic acid C(=O)(OC(C)(C)C)NCC=1C(=C(C(=O)O)C=CC1)[N+](=O)[O-]